9-(4-chloro-2-fluoro-phenyl)-7-[(2S,4R)-2-(5-cyclopropyl-1,3,4-oxadiazol-2-yl)tetrahydropyran-4-yl]-2,3-dimethyl-pyrimido[1,2-b]pyridazin-4-one ClC1=CC(=C(C=C1)C=1C=2N(N=C(C1)[C@H]1C[C@H](OCC1)C=1OC(=NN1)C1CC1)C(C(=C(N2)C)C)=O)F